[Cu](O)O.C([O-])([O-])=O.[Cu+2] copper(II) carbonate copper(II) hydroxide